azobis(3,3,4,4,5,5,6,6,7,7,8,8,8-tridecafluorooctyl 4-cyanovalerate) N(=NC(C(=O)[O-])(CC(C)C#N)CCC(C(C(C(C(C(F)(F)F)(F)F)(F)F)(F)F)(F)F)(F)F)C(C(=O)[O-])(CC(C)C#N)CCC(C(C(C(C(C(F)(F)F)(F)F)(F)F)(F)F)(F)F)(F)F